C(C)(C)(C)OC(=O)N(C(OC(C)(C)C)=O)C1=C(C(=CC(=C1)F)C=O)F tert-butyl (tert-butoxycarbonyl)(2,5-difluoro-3-formylphenyl)carbamate